methyl-iodolsulfonic acid CC1=C([IH]C=C1)S(=O)(=O)O